2-chloro-N-([6-[5-methyl-3-(trifluoromethyl)pyrazol-1-yl]pyridin-3-yl]methyl)-5-nitropyrimidin-4-amine ClC1=NC=C(C(=N1)NCC=1C=NC(=CC1)N1N=C(C=C1C)C(F)(F)F)[N+](=O)[O-]